CC=1C(=C2C=NNC2=CC1)C1=CC2=C(N(C=N2)C2CCN(CC2)C(C=C)=O)C=C1 1-(4-(5-(5-methyl-1H-indazol-4-yl)-1H-benzo[d]imidazol-1-yl)piperidin-1-yl)prop-2-en-1-one